C(#N)[C@H](C[C@@H]1C(NCCC1)=O)NC(=O)[C@@H]1N(C[C@H]2[C@@H]1CC(C2)(F)F)C(=O)C=2NC1=CC=CC(=C1C2)F (1R,3aR,6aS)-N-((S)-1-cyano-2-((R)-2-oxopiperidin-3-yl)ethyl)-5,5-difluoro-2-(4-fluoro-1H-indole-2-carbonyl)octahydrocyclopenta[c]pyrrole-1-carboxamide